hexahydronaphthalene-1,6(2H,7H)-dione C1(CCCC2CC(CCC12)=O)=O